C1=C(C=CC2=CC=CC=C12)S(=O)(=O)O.CC1(C(N(C2=CC=CC=C12)C1CCN(CC1)C([C@H](CCC1=CC=CC=C1)NC(=O)[C@H]1CNCCC1)=O)=O)C (R)-N-((S)-1-(4-(3,3-dimethyl-2-oxoindolin-1-yl)piperidin-1-yl)-1-oxo-4-phenylbutan-2-yl)piperidine-3-carboxamide naphthalene-2-sulphonate